C1(=CC=CC=C1)S(=O)(=O)N([NH3+])S(=O)(=O)C1=CC=CC=C1 Diphenylsulfonyl-hydrazinium